N2-[6-fluoro-7-(2,3,4,7-tetrahydro-1H-azepin-5-yl)-2,3-dihydrofuro[3,2-b]pyridin-5-yl]-6-methyl-pyridine-2,4-diamine FC=1C(=C2C(=NC1NC1=NC(=CC(=C1)N)C)CCO2)C=2CCCNCC2